NC1=NC=2C(=CC=CC2C=2N1C=C(N2)CC2=CC=C1CCN(CC1=C2)C(C)=O)F 1-(7-((5-amino-7-fluoroimidazo[1,2-c]quinazolin-2-yl)methyl)-3,4-dihydroisoquinolin-2(1H)-yl)ethan-1-one